2-hydroxy-4-nonyloxy-benzophenone OC1=C(C(=O)C2=CC=CC=C2)C=CC(=C1)OCCCCCCCCC